BrCC1=NC=C(C=C1C)[N+](=O)[O-] 2-(bromomethyl)-3-methyl-5-nitropyridine